5-fluoro-N2-methylpyrimidine-2,4-diamine FC=1C(=NC(=NC1)NC)N